N1(C[C@H](NCC1)C(=O)OC)C(=O)OCC1=CC=CC=C1 O1-benzyl O3-methyl (3S)-piperazine-1,3-dicarboxylate